C(C)(C)(C)OC(=O)NC(C(=O)OC)(C)C methyl 2-(tert-butoxycarbonylamino)-2-methylpropionate